2-(3-(3-((S)-fluoro(4-methyl-4H-1,2,4-triazol-3-yl)methyl)oxetan-3-yl)phenyl)-6-(((S)-3-methoxypyrrolidin-1-yl)methyl)-4-(trifluoromethyl)isoindolin-1-one F[C@@H](C1(COC1)C=1C=C(C=CC1)N1C(C2=CC(=CC(=C2C1)C(F)(F)F)CN1C[C@H](CC1)OC)=O)C1=NN=CN1C